(1r,3r)-3-amino-2,2,4,4-tetramethylcyclobutan-1-ol, phosphoric acid salt P(O)(O)(O)=O.NC1C(C(C1(C)C)O)(C)C